Cl.NCC1=C(C=C(C=C1)C1=CC(=NC=C1)NC(=O)C1CC1)C(F)(F)F N-(4-(4-(aminomethyl)-3-(trifluoromethyl)phenyl)pyridin-2-yl)cyclopropanecarboxamide hydrochloride